N1N=CC2=CC(=CC=C12)B(O)O 1H-indazol-5-yl-boranediol